C1C(CC2=CC=CC=C12)NC=1N=CC2=C(N1)CN(C2)C(CC)=O 1-(2-((2,3-dihydro-1H-inden-2-yl)amino)-5,7-dihydro-6H-pyrrolo[3,4-d]pyrimidin-6-yl)propan-1-one